OCCC1=CC=C(C=C1)[C@@H](C)[C@]1(C(N(C(C1)=O)CC1=CC=C(C=C1)OC)=O)C (3S)-3-[(1R)-1-[4-(2-hydroxyethyl)phenyl]ethyl]-1-[(4-methoxyphenyl)methyl]-3-methyl-pyrrolidine-2,5-dione